Dihydroxynaphthoquinone C1=CC(=C2C(=O)C=CC(=O)C2=C1O)O